N-((1s,4s)-4-(3-(methylsulfonyl)propoxy)cyclohexyl)-5,6-dihydrobenzo[f]imidazo[1,5-d][1,4]oxazepine-10-carboxamide CS(=O)(=O)CCCOC1CCC(CC1)NC(=O)C=1C=CC2=C(C=3N(CCO2)C=NC3)C1